C(#N)C1=CC(=CC2=CN(N=C12)C)NC(=O)C1=CC=C(C2=C1N=C(S2)OC)N2C[C@@H](N([C@H](C2)C)C(=O)OC(C)(C)C)C tert-butyl (2S,6S)-4-[4-[(7-cyano-2-methyl-indazol-5-yl)carbamoyl]-2-methoxy-1,3-benzothiazol-7-yl]-2,6-dimethyl-piperazine-1-carboxylate